4-ethoxy-2-methanesulfonylpyrimidine-5-carboxylic acid ethyl ester C(C)OC(=O)C=1C(=NC(=NC1)S(=O)(=O)C)OCC